[5-(5-Carboxymethylsulfanyl-pentyloxy)-pentylsulfanyl]-acetic acid C(=O)(O)CSCCCCCOCCCCCSCC(=O)O